5-[[(2R)-2-[4-(2-chloro-4-fluoro-phenyl)-2-oxo-chromen-7-yl]oxypropionyl]amino]pyridine-2-carboxylic acid ClC1=C(C=CC(=C1)F)C1=CC(OC2=CC(=CC=C12)O[C@@H](C(=O)NC=1C=CC(=NC1)C(=O)O)C)=O